bis(4-(tert-butyl)phenyl)iodonium hexafluorophosphate F[P-](F)(F)(F)(F)F.C(C)(C)(C)C1=CC=C(C=C1)[I+]C1=CC=C(C=C1)C(C)(C)C